(8-amino-5-(1-methyl-6-oxo-1,6-dihydropyridazin-3-yl)-2-(pyridin-2-ylmethyl)-[1,2,4]triazolo[1,5-a]pyrazin-6-yl)benzonitrile NC=1C=2N(C(=C(N1)C1=C(C#N)C=CC=C1)C1=NN(C(C=C1)=O)C)N=C(N2)CC2=NC=CC=C2